C(#N)N=C(NCC(CC1=CC=C(C=C1)O)N(C)C)NCC1=CC=C(C=C1)OC 2-cyano-1-(2-(dimethylamino)-3-(4-hydroxyphenyl)propyl)-3-(4-methoxybenzyl)guanidine